(R)-4,4,4-trifluoro-3-((2-((3-(1-(4-(trifluoromethyl)phenyl)cyclopropyl)-1,2,4-oxadiazol-5-yl)methyl)acryloyl)oxy)butanoic acid FC([C@@H](CC(=O)O)OC(C(=C)CC1=NC(=NO1)C1(CC1)C1=CC=C(C=C1)C(F)(F)F)=O)(F)F